22-hydroxydocosyl eicos-11-enoate C(CCCCCCCCCC=CCCCCCCCC)(=O)OCCCCCCCCCCCCCCCCCCCCCCO